(R)-6-(2-((2,5-bis(trifluoromethyl)pyrazolo[1,5-a]pyrimidin-7-yl)amino)-1-(4-fluorophenyl)ethyl)-2,6-diazaspiro[3.3]heptane-2-carboxamide FC(C1=NN2C(N=C(C=C2NC[C@@H](C2=CC=C(C=C2)F)N2CC3(CN(C3)C(=O)N)C2)C(F)(F)F)=C1)(F)F